(9H-fluoren-9-yl)methyl((3S,6S,9S,Z)-3-((5-chloro-2-cyclopropoxypyridin-3-yl)methyl)-6-isobutyl-1,4-dimethyl-2,5,8-trioxo-1,4,7-triazacyclohexadec-11-en-9-yl)(methyl)carbamate C1=CC=CC=2C3=CC=CC=C3C(C12)OC(N(CC)[C@@H]1C(N[C@H](C(N([C@H](C(N(CCCC\C=C/C1)C)=O)CC=1C(=NC=C(C1)Cl)OC1CC1)C)=O)CC(C)C)=O)=O